17-methylnonadecyl eicos-13-enoate C(CCCCCCCCCCCC=CCCCCCC)(=O)OCCCCCCCCCCCCCCCCC(CC)C